PHENYLALANYLMETHYLCHLORIDE N[C@@H](CC1=CC=CC=C1)C(=O)CCl